[3-(8-methyl-2-methylsulfanyl-7-oxo-pyrido[2,3-d]pyrimidin-6-yl)oxy-2-nitro-phenyl] acetate C(C)(=O)OC1=C(C(=CC=C1)OC1=CC2=C(N=C(N=C2)SC)N(C1=O)C)[N+](=O)[O-]